3-amino-2-bromo-6-chloro-5-fluoro-N-methylisonicotinamide NC1=C(C(=O)NC)C(=C(N=C1Br)Cl)F